C(C1=CC=CC=C1)N1B(N(C2=C3C1=CC=CC3=CC=C2)P(C2CCCCC2)C2CCCCC2)C=2C(=C3CC(CC3=C(C2C[Si](C)(C)C)C)(C(=O)OC)C(=O)OC)C (S)-dimethyl 5-(1-benzyl-3-(dicyclohexylphosphaneyl)-1H-naphtho[1,8-de][1,3,2]diazaborinin-2(3H)-yl)-4,7-dimethyl-6-((trimethylsilyl)methyl)-1,3-dihydro-2H-indene-2,2-dicarboxylate